1H-pyrazole-5-carboxamide hydrochloride Cl.N1N=CC=C1C(=O)N